C(C)CC(CC(=O)[O-])=O.[Ti+] titanium mono(ethylacetoacetate)